IC=1C(=C(C(=C(C1C)C)I)C)C 3,6-diiodotetramethylbenzene